(R)-(6-((3-fluoro-4-methylphenyl)sulfonyl)-1-(4-fluorophenyl)-4,4a,5,6,7,8-hexahydro-1H-pyrazolo[3,4-g]isoquinolin-4a-yl)(pyridin-2-yl)methanone FC=1C=C(C=CC1C)S(=O)(=O)N1C[C@]2(CC3=C(C=C2CC1)N(N=C3)C3=CC=C(C=C3)F)C(=O)C3=NC=CC=C3